OCCCCCCCCCCCCCCCCCCO 1,18-dihydroxyoctadecane